6-(6-(2-Fluoroethyl)-5-oxo-6,7-dihydro-5H-pyrrolo[3,4-b]pyridin-3-yl)-5-(2-((1-methylcyclopentyl)methyl)oxazol-5-yl)picolinonitril FCCN1CC2=NC=C(C=C2C1=O)C1=C(C=CC(=N1)C#N)C1=CN=C(O1)CC1(CCCC1)C